ClC=1C=C(OCC2=CC(=NC=C2)C2=CC(=C(C(=O)N)C=C2)C)C=CC1C(F)(F)F 4-{4-[3-chloro-4-(trifluoromethyl)phenoxymethyl]pyridin-2-yl}-2-methylbenzamide